Aminophytol NCC(C)CCC[C@@H](C)CCC[C@@H](C)CCC\C(\C)=C\CO